C([O-])([O-])=O.[Ca+2].[Pt+2].C([O-])([O-])=O platinum-calcium carbonate